CC1(OB(OC1(C)C)C=1C=C(C=CC1)C#C[C@@]1(CCCC=2C=CC=NC12)O)C |r| racemic-8-((3-(4,4,5,5-Tetramethyl-1,3,2-dioxaborolan-2-yl)phenyl)ethynyl)-5,6,7,8-tetrahydroquinolin-8-ol